C1(CC1)C([C@@H]1N(C(OC1)(C)C)C(=O)OC(C)(C)C)O (R)-tert-butyl 4-(cyclopropyl (hydroxy) methyl)-2,2-dimethyloxazolidine-3-carboxylate